CO\C=C/C(=O)O (Z)-3-methoxyprop-2-enoic acid